C1(CC1)[C@]1(C(N(C[C@H]1C)C1=NN(C2=CN=CC=C21)C=2C=NN(C2)C(C)C)=O)C#N (3R,4S)-3-cyclopropyl-1-(1-(1-isopropyl-1H-pyrazol-4-yl)-1H-pyrazolo[3,4-c]pyridin-3-yl)-4-methyl-2-oxopyrrolidine-3-carbonitrile